ClC=1C=C(C=CC1Cl)C=1N=NN(C1)[C@@H]1[C@H]([C@@H](O[C@H]2[C@@H]1OC(OC2)(C)C)C(=O)O)OC (4aR,6R,7R,8R,8aR)-8-(4-(3,4-dichlorophenyl)-1H-1,2,3-triazol-1-yl)-7-methoxy-2,2-dimethylhexahydropyrano[3,2-d][1,3]dioxine-6-carboxylic acid